ClC1=NC(=CC(=C1)OCC1=CC=C(C=C1)OC)C 2-chloro-4-[(4-methoxyphenyl)methoxy]-6-methyl-pyridine